N[C@H]1[C@@H]2N(C[C@H]1CC2)C(=O)C2=CC1=C(N(C(=N1)C1=CC=3C=4N1C(CNC4C(=CC3)F)CC)C)C(=C2)F ((1R,4R,7R)-7-amino-2-azabicyclo[2.2.1]heptan-2-yl)(2-(3-ethyl-9-fluoro-2,3-dihydro-1H-pyrrolo[1,2,3-de]quinoxalin-5-yl)-7-fluoro-1-methyl-1H-benzo[d]imidazol-5-yl)methanone